ClC1=CC(=C(COC2=CC=CC(=N2)N2C[C@@H](N(CC2)CC2=NC3=C(N2CC2=CN=NN2C)C=C(C=C3)C(=O)O)C)C=C1)F 2-{[(2S)-4-{6-[(4-chloro-2-fluorobenzyl)oxy]pyridin-2-yl}-2-methylpiperazin-1-yl]methyl}-1-[(1-methyl-1H-1,2,3-triazol-5-yl)methyl]-1H-benzimidazole-6-carboxylic acid